N-(2-Isobutyl-3-methoxy-phenyl)-methanesulfonamide C(C(C)C)C1=C(C=CC=C1OC)NS(=O)(=O)C